BrC=1C=C(C2=C(N(C(=N2)CC2(CCCC2)NC(OC(C)(C)C)=O)C(C)C)C1)F tert-butyl (1-{[6-bromo-4-fluoro-1-(propan-2-yl)-1H-benzimidazol-2-yl]methyl}cyclopentyl)carbamate